1-(3-(4-((3-methyl-4-((1-methyl-1H-benzo[d]imidazol-5-yl)methyl)phenyl)amino)pyrido[3,2-d]pyrimidin-6-yl)-3,8-diazabicyclo[3.2.1]octan-8-yl)prop-2-en-1-one CC=1C=C(C=CC1CC1=CC2=C(N(C=N2)C)C=C1)NC=1C2=C(N=CN1)C=CC(=N2)N2CC1CCC(C2)N1C(C=C)=O